(5-((3,4-dihydro-1H-benzo[4,5]imidazo[2,1-c][1,4]oxazin-7-yl)ethynyl)-8-(methylamino)-2,7-naphthyridin-3-yl)cyclopropanecarboxamide C1OCCN2C1=NC1=C2C=C(C=C1)C#CC1=C2C=C(N=CC2=C(N=C1)NC)C1(CC1)C(=O)N